C(CCC)OCOCC/C=C/CC[Mg]I (3E)-6-(butoxymethoxy)-3-hexenylmagnesium iodide